COC=1C=C(OC2=CC(=CC=C2)[N+](=O)[O-])C=CC1 1-(3-methoxyphenoxy)-3-nitrobenzene